ClC(C)(C)C1=CC(=CC=C1)C(C)(C)Cl α,α'-dichloro-1,3-diisopropylbenzene